C1NCC12CC(C2)OC2=C1C=CN(C(C1=C(C=C2)Cl)=O)CF 5-(2-azaspiro[3.3]heptan-6-yloxy)-8-chloro-2-(fluoromethyl)isoquinolin-1(2H)-one